C(C)N(C1CCN(CC1)C=1C=CC=2N(C(C=C(N2)C2=NN3C(C(=NC(=C3)C)C)=C2)=O)C1)CC 7-[4-(diethylamino)piperidin-1-yl]-2-(4,6-dimethylpyrazolo[1,5-a]pyrazin-2-yl)-4H-pyrido[1,2-a]pyrimidin-4-one